CCCCCC=O n-Caproaldehyde